S(=S)(=O)(OCCCCCCCCCCCC)S(=O)(=O)OCCCCCCCCCCCC dilauryl thiodithionate